FC(C=1NC2=CC=CC=C2C(C1)=O)(F)F 2-(trifluoromethyl)quinolin-4(1H)-one